(-)-7-amino-3-chloro-5-((2-(1-((3-hydroxycyclobutyl)methyl)-1H-pyrazol-3-yl)ethyl)amino)-2-methylpyrazolo[1,5-a]pyrimidine-6-carbonitrile NC1=C(C(=NC=2N1N=C(C2Cl)C)NCCC2=NN(C=C2)CC2CC(C2)O)C#N